3-Chloro-5-cyanophenyl 3-deoxy-3-[4-(3,4,5-trifluorophenyl)-1H-1,2,3-triazol-1-yl]-1-thio-α-D-galactopyranoside FC=1C=C(C=C(C1F)F)C=1N=NN(C1)[C@@H]1[C@H]([C@@H](SC2=CC(=CC(=C2)C#N)Cl)O[C@@H]([C@@H]1O)CO)O